CC=1CC(N(N1)C1=CC=C2C=CN(C2=C1)S(=O)(=O)C1=CC=C(C=C1)C)=O 5-methyl-2-[1-(p-tolylsulfonyl)indol-6-yl]-4H-pyrazol-3-one